tert-butyl-3-[1-trans-3-(3-phenylisoxazole-5-amido)cyclobutyl]-1H-1,2,3-triazol C(C)(C)(C)N1NN(C=C1)C1CC(C1)NC(=O)C1=CC(=NO1)C1=CC=CC=C1